BrC1=C(N=CS1)C(=O)OCC ethyl 5-bromothiazole-4-carboxylate